C(C)(C)(C)OC(=O)C1=CC2=C(S1)C=C(C(=C2)Br)OC 5-bromo-6-methoxybenzo[b]Thiophene-2-carboxylic acid tert-butyl ester